5-(6-{[2-(4-chloro-1H-pyrazol-1-yl)ethoxy]methyl}-3-(1H-imidazol-4-yl)imidazo[1,2-a]pyrimidin-2-yl)-3-(trifluoromethyl)-1H-1,2,4-triazole ClC=1C=NN(C1)CCOCC=1C=NC=2N(C1)C(=C(N2)C2=NC(=NN2)C(F)(F)F)C=2N=CNC2